C1(CCCC1)CCC1=NC(=NO1)C1=CC2=C(N(C=N2)CCNC(C2=C(C=CC=C2)C(F)(F)F)=O)C=C1 N-(2-(5-(5-(2-cyclopentylethyl)-1,2,4-oxadiazol-3-yl)-1H-benzo[d]imidazol-1-yl)ethyl)-2-(trifluoromethyl)benzamide